((S or R)-(5-chloro-6-(trifluoromethyl)pyridin-2-yl)(cis-3-(trifluoromethyl)-cyclobutyl)methyl)-2-methyl-3-oxo-piperazin-1-carboxamide ClC=1C=CC(=NC1C(F)(F)F)[C@@H]([C@@H]1C[C@@H](C1)C(F)(F)F)C1(N(CCNC1=O)C(=O)N)C |o1:11|